tert-butyl (1-(3-cyclopropyl-1-(((S)-1-hydroxy-3-((S)-2-oxopyrrolidin-3-yl)propan-2-yl)amino)-1-oxopropan-2-yl)-2-oxo-1,2-dihydropyridin-3-yl)carbamate C1(CC1)CC(C(=O)N[C@H](CO)C[C@H]1C(NCC1)=O)N1C(C(=CC=C1)NC(OC(C)(C)C)=O)=O